COC1=C(C(=O)OC)C=C(C=C1)C1=C(N=C2N1CCN2)C2=NC(=CC=C2)C Methyl 2-methoxy-5-(6-(6-methylpyridin-2-yl)-2,3-dihydro-1H-imidazo[1,2-a]imidazol-5-yl)benzoate